NC=1C(=NC(=C(N1)N)Cl)C(=O)NC(NCCCCC1=CC=C(C=C1)C1=CC=C(C=C1)CCC(=O)N[C@@H](CCCCNC[C@@H]([C@H]([C@@H]([C@@H](CO)O)O)O)O)C(=O)O)=N N2-(3-(4'-(4-(3-(3,5-diamino-6-chloropyrazine-2-carbonyl)guanidino)butyl)-[1,1'-biphenyl]-4-yl)propanoyl)-N6-((2S,3R,4R,5R)-2,3,4,5,6-pentahydroxyhexyl)-L-lysine